NC1=C(C=C(CNC(=O)N2CCC3(NC4=CC=C(C=C4C(C3)=O)F)CC2)C=C1)F N-(4-amino-3-fluorobenzyl)-6'-fluoro-4'-oxo-3',4'-dihydro-1'h-spiro[piperidine-4,2'-quinoline]-1-carboxamide